6-azabicyclo[3.2.1]octan-2-ol C12C(CCC(NC1)C2)O